NC1=NC=2C=CC(=CC2C2=C1COC2)C(=O)N(CC)CC2=NC=C(C=C2)Cl 4-amino-N-((5-chloro-2-pyridinyl)methyl)-N-ethyl-1,3-dihydrofuro[3,4-c]quinoline-8-carboxamide